[Si](C)(C)(C(C)(C)C)O[C@@H]1C=C(O[C@H]1N1C=2N=CNC(C2N=C1)=O)CO[P@](=O)(OC1=CC=CC=C1)N[C@@H](C)C(=O)OC(C)C Isopropyl ((S)-(((4R,5R)-4-((tert-butyldimethylsilyl)oxy)-5-(6-oxo-1,6-dihydro-9H-purin-9-yl)-4,5-dihydrofuran-2-yl)methoxy)(phenoxy)phosphoryl)-L-alaninate